NCCOCCOCCOCCOCCOCCOCCC(=O)OC(C)(C)C tert-butyl 1-amino-3,6,9,12,15,18-hexaoxahenicosan-21-oate